3-Ethyl-3-[5-[2-[4-(pentafluoro-λ6-sulfanyl)anilino]-3-pyridyl]-1,3,4-oxadiazol-2-yl]piperidin-2-one C(C)C1(C(NCCC1)=O)C=1OC(=NN1)C=1C(=NC=CC1)NC1=CC=C(C=C1)S(F)(F)(F)(F)F